(R)-2-(benzyloxy)-1-propylamine C(C1=CC=CC=C1)O[C@@H](CN)C